FC(C(=O)O)(F)F.FC(C(=O)O)(F)F.FC(C(=O)O)(F)F.NC1=C2C(=NC=N1)N(N=C2C2=CC=C(C=C2)OC2=CC=CC=C2)C2CCN(CC2)C2CCN(CC2)C2CN(C2)C=2C=C1C(N(C(C1=CC2)=O)C2C(NC(CC2)=O)=O)=O 5-(3-(4-(4-amino-3-(4-phenoxyphenyl)-1H-pyrazolo[3,4-d]pyrimidin-1-yl)-[1,4'-bipiperidin]-1'-yl)azetidin-1-yl)-2-(2,6-dioxopiperidin-3-yl)isoindoline-1,3-dione tritrifluoroacetate